6-(benzyloxy)-3',6'-Dihydro-[2,4'-bipyridine]-1'(2'H)-carboxylate C(C1=CC=CC=C1)OC1=CC=CC(=N1)C=1CCN(CC1)C(=O)[O-]